(3-chloropropyl)-2-azabicyclo[3.1.0]hexane-3-carboxylic acid ethyl ester C(C)OC(=O)C1NC2(CC2C1)CCCCl